CC1=CC(=NC=C1)NC=1SC=C(N1)C1=NC=C(C=C1)SC N-(4-methylpyridin-2-yl)-4-(5-(methylthio)pyridin-2-yl)thiazol-2-amine